tert-butyl (2S)-2-{[(4-{3-[(3-fluoro-2-methoxyphenyl) amino]-4-oxo-1H,5H,6H,7H-pyrrolo[3,2-c]pyridin-2-yl}pyridin-3-yl) oxy] methyl}-4,4-dimethylpyrrolidine-1-carboxylate FC=1C(=C(C=CC1)NC1=C(NC2=C1C(NCC2)=O)C2=C(C=NC=C2)OC[C@H]2N(CC(C2)(C)C)C(=O)OC(C)(C)C)OC